(3-methylpyridin-4-yl)(1-((2-(trimethyl-silyl)ethoxy)methyl)-1H-imidazol-4-yl)methanol CC=1C=NC=CC1C(O)C=1N=CN(C1)COCC[Si](C)(C)C